O1OOOCCCCCCC(C1)N tetraoxacyclododecane-11-amine